N-(3-chloro-5-(ethylsulfanyl)phenyl)-4-(5-fluoro-3-methylpyridin-2-yl)thiophene-2-carboxamide ClC=1C=C(C=C(C1)SCC)NC(=O)C=1SC=C(C1)C1=NC=C(C=C1C)F